1-bromo-8-(4-(diphenylamino)phenyl)benzo[b]naphthalene BrC1=CC=CC=2C1=CC1=CC(=CC=C1C2)C2=CC=C(C=C2)N(C2=CC=CC=C2)C2=CC=CC=C2